8-(4-Chlorophenyl)-9-(4-((1-(3-fluoropropyl)azetidin-3-yl)methyl)phenyl)-7-methyl-6,7-dihydro-5H-benzo[7]annulen ClC1=CC=C(C=C1)C=1C(CCC2=C(C1C1=CC=C(C=C1)CC1CN(C1)CCCF)C=CC=C2)C